C(C=C)(=O)N1C[C@@H](N(CC1)C=1C2=C(N(C(N1)=O)C=1C(=NC=CC1C)C(C)C)N=C(C(=C2)C#N)C2=C(C(=CC=C2)C)F)C (S)-4-(4-acryloyl-2-methylpiperazin-1-yl)-7-(2-fluoro-3-methylphenyl)-1-(2-isopropyl-4-methylpyridin-3-yl)-2-oxo-1,2-dihydropyrido[2,3-d]pyrimidine-6-carbonitrile